N(=[N+]=[N-])CC=1C(=C2CN(C(C2=CC1)=O)C1C(NC(CC1)O)O)F 3-(5-(azidomethyl)-4-fluoro-1-oxoisoindolin-2-yl)piperidin-2,6-diol